C(C)C1=NN=C(S1)NS(=O)(=O)C1=CC=C(C=C1)NC(C1=CC=CC=C1)=O N-{4-[(5-ethyl-1,3,4-thiadiazol-2-yl)sulfamoyl]phenyl}benzamide